Methyl 1-(6-bromoquinolin-2-yl)piperidine-4-carboxylate BrC=1C=C2C=CC(=NC2=CC1)N1CCC(CC1)C(=O)OC